NC1=NC=2C=CC(=CC2C2=C1[C@@H](OC2)C)C(=O)N(CC2=NC=C(C=C2)C(F)(F)F)[C@@H]2[C@H](C2)C(F)(F)F (3S)-4-amino-3-methyl-N-((1S,2S)-2-(trifluoromethyl)cyclopropyl)-N-((5-(trifluoromethyl)-2-pyridinyl)methyl)-1,3-dihydrofuro[3,4-c]quinoline-8-carboxamide